C(C)(C)(C)OC(=O)N1[C@H](CCC1)[C@@H]([C@H](C1=CC=CC=C1)C1=CC(=CC=C1)F)O (R)-2-((1R,2R)-2-(3-fluorophenyl)-1-hydroxy-2-phenylethyl)pyrrolidine-1-carboxylic acid tert-butyl ester